NC1CCC(CC1)NC=1C=CC=2N(N1)C(=CN2)C=2C=CC1=C(C=C(O1)C(=O)O)C2 5-(6-((4-aminocyclohexyl)amino)imidazo[1,2-b]pyridazin-3-yl)benzofuran-2-carboxylic acid